ClC1=C(C2=C(NC(O[C@@]23CN(CCC3)C(=O)C3=NC(=NN3)C(CC)(C3=CC=C(C=C3)F)F)=O)C=C1)F (3'R)-6-Chloro-5-fluoro-1'-(3-(1-fluoro-1-(4-fluorophenyl)propyl)-1H-1,2,4-triazole-5-carbonyl)spiro[benzo[d][1,3]oxazine-4,3'-piperidin]-2(1H)-one